COC1=CC=C(C=C1)C1=CC2=C(C(N1C)=O)C(=NO2)C2=CC=NC=C2 6-(4-Methoxyphenyl)-5-methyl-3-pyridin-4-ylisoxazolo[4,5-c]pyridin-4(5H)-one